CS(=O)(=O)C1=NC(=CC(=N1)C1=CC=CC2=CC=CC=C12)C(F)(F)F 2-(methylsulfonyl)-4-(naphthalen-1-yl)-6-(trifluoromethyl)pyrimidine